racemic-(3S,4R)-1-benzyl-4-(1-methyl-2-oxo-1,2-dihydropyridin-3-yl)pyrrolidine-3-carbonitrile C(C1=CC=CC=C1)N1C[C@H]([C@@H](C1)C=1C(N(C=CC1)C)=O)C#N |r|